5-{4-[(S)-1-(3-Fluoro-propyl)-pyrrolidin-3-yloxy]-phenyl}-6-phenyl-8,9-dihydro-7H-benzocycloheptene-2-carboxylic acid FCCCN1C[C@H](CC1)OC1=CC=C(C=C1)C1=C(CCCC2=C1C=CC(=C2)C(=O)O)C2=CC=CC=C2